1-(1-propionylindolin-5-yl)azetidine-3-carboxylic acid C(CC)(=O)N1CCC2=CC(=CC=C12)N1CC(C1)C(=O)O